CC(C1=CC(=CC=C1)C(=C)C)(C)N=C=O dimethyl-(meta-isopropenyl)benzyl isocyanate